C(C)NC(NC1=NC=CC(=C1)CN1CCC(CC1)C=1C=CC(=NC1C)C(=O)NC)=O 5-(1-((2-(3-ethylureido)pyridin-4-yl)methyl)piperidin-4-yl)-N,6-dimethylpicolinamide